C=C(C)S[Sb](C1=CC(=CC(=C1)[Sb](SC(=C)C)SC(=C)C)[Sb](SC(=C)C)SC(=C)C)SC(=C)C 1,3,5-tris(di(propen-2-ylsulfanyl)stibanyl)benzene